2-chloro-N-(5-(2-(((1s,4s)-4-(dimethylamino)cyclohexyl)amino)-8-methyl-quinazolin-6-yl)-3-fluoro-6-methoxypyridin-2-yl)benzenesulfonamide ClC1=C(C=CC=C1)S(=O)(=O)NC1=NC(=C(C=C1F)C=1C=C2C=NC(=NC2=C(C1)C)NC1CCC(CC1)N(C)C)OC